O1COC2=C1C=CC(=C2)C=2OC1=C(C(C2)=NC2=C(N)C=CC=C2)C=CC=C1 2-((2-(benzo[d][1,3]dioxol-5-yl)-4H-benzopyran-4-ylidene)amino)aniline